CS(=O)(=O)O.C1(CC1)C1=NC=2N(N=C(C(C2C2=CC=C(C=C2)OC(F)F)=O)C2=CC3=CN(N=C3C=C2)C)C=C1 2-cyclopropyl-9-[4-(difluoromethoxy)phenyl]-7-(2-methyl-2H-indazol-5-yl)-8H-pyrimido[1,2-b]pyridazin-8-one methanesulfonate